4-(6-(6,7-difluoroquinazolin-4-yl)-8-methyl-5,6,7,8-tetrahydro-1,6-naphthyridin-3-yl)morpholine FC=1C=C2C(=NC=NC2=CC1F)N1CC=2C=C(C=NC2C(C1)C)N1CCOCC1